7-decalin-dimethanol C1(CCCC2CCC(CC12)CO)CO